C(CC)S(=O)(=O)[O-] propansulfonat